CC=1C=NC=CC1C 3,4-dimethylpyridine